N-2-hydroxypropylammonium hydroxid [OH-].OC(C[NH3+])C